(2R)-3-(2-amino-5-bromo-4-methoxycarbonyl-phenyl)sulfanyl-2-(tert-butoxycarbonylamino)propanoic acid NC1=C(C=C(C(=C1)C(=O)OC)Br)SC[C@@H](C(=O)O)NC(=O)OC(C)(C)C